4-(1-naphthalenyl)-N-[4-(1-naphthalenyl)phenyl]benzeneamine C1(=CC=CC2=CC=CC=C12)C1=CC=C(C=C1)NC1=CC=C(C=C1)C1=CC=CC2=CC=CC=C12